C(C1=CC=CC=C1)OC1=C(C(=NC(=C1)Cl)C)C=1OC(=NN1)C 2-(4-benzyloxy-6-chloro-2-methyl-3-pyridinyl)-5-methyl-1,3,4-oxadiazole